N-Heptylpiperidinium acetat C(C)(=O)[O-].C(CCCCCC)[NH+]1CCCCC1